tetrahydro-3aH-cyclopenta[d][1,3]dioxol-5-amine O1COC2C1CC(C2)N